C(CCCCCCCCCCCCC)(=O)NCCC(=O)OCC1CCC(CC1)CO 1,4-CyclohexaneDimethanol myristoyl-β-alaninate